C1(=CC=CC=C1)/C(=C(/C1=CC=CC=C1)\C1=CC=C(C=C1)OCCCS(=O)(=O)[O-])/C1=CC=C(C=C1)OCCCS(=O)(=O)[O-] 3,3'-{[(E)-1,2-diphenyl-1,2-ethendiyl]bis(4,1-phenylenoxy)}di(1-propanesulfonat)